benzyl {[(1S,3R)-1-azanylidene-1-oxo-2,3-dihydrothiophen-3-yl]amino}methanoate N=[S@@]1(C[C@@H](C=C1)NC(=O)OCC1=CC=CC=C1)=O